C(CCC)C1CN(C2=C(S(C1F)(=O)=O)C=C(C(=C2)SC)O)C2=CC=CC=C2 3-butyl-2-fluoro-8-hydroxy-7-(methylthio)-5-phenyl-2,3,4,5-tetrahydrobenzo[b][1,4]thiazepine 1,1-dioxide